1-(2-(4-(4-acryloyl-piperazin-1-yl)-6-chloro-8-fluoro-7-(2-fluoro-6-hydroxyphenyl)quinazolin-2-yloxy)ethyl)pyrrolidin-2-one C(C=C)(=O)N1CCN(CC1)C1=NC(=NC2=C(C(=C(C=C12)Cl)C1=C(C=CC=C1O)F)F)OCCN1C(CCC1)=O